3-Hydroxy-4-(3-oxo-2-phenylindolin-2-yl)-1-propylpyrrolidine-2,5-dione OC1C(N(C(C1C1(NC2=CC=CC=C2C1=O)C1=CC=CC=C1)=O)CCC)=O